BrC=1C=C(C=CC1F)NC(C1=CC(=C(C=C1)F)C(C(=O)N1CC(C(CC1)O)(F)F)(F)F)=O N-(3-bromo-4-fluorophenyl)-3-(2-(3,3-difluoro-4-hydroxypiperidin-1-yl)-1,1-difluoro-2-oxoethyl)-4-fluorobenzamide